tert-butyl (3-(2-(4-(3-((2,6-dioxopiperidin-3-yl)carbamoyl)phenyl)piperazin-1-yl)ethyl)pyrrolidin-1-yl)carbamate O=C1NC(CCC1NC(=O)C=1C=C(C=CC1)N1CCN(CC1)CCC1CN(CC1)NC(OC(C)(C)C)=O)=O